F[C@H]1[C@@H]([C@H]2CN([C@@H]1CC2)C)OC2=CC=C(N=N2)C2=C(C=C(C=C2)N2N=NC=C2)O 2-(6-(((1R,4R,5R,6R)-6-fluoro-2-methyl-2-azabicyclo[2.2.2]octan-5-yl)oxy)pyridazin-3-yl)-5-(1H-1,2,3-triazol-1-yl)phenol